((3aS,4S,6R,6aR)-6-(((tert-butyldiphenylsilyl)oxy)methyl)-2,2-dimethyltetrahydrofuro[3,4-d][1,3]dioxol-4-yl)-N-tritylfuro[3,2-d]pyrimidin-4-amine [Si](C1=CC=CC=C1)(C1=CC=CC=C1)(C(C)(C)C)OC[C@H]1O[C@H]([C@H]2[C@@H]1OC(O2)(C)C)C=2N=C(C1=C(N2)C=CO1)NC(C1=CC=CC=C1)(C1=CC=CC=C1)C1=CC=CC=C1